C(C1=CC=CC=C1)OC(C1=CC=C(OCC(O)C2=CC=C(C=C2)OC)C=C1)O 2-(4-((benzyloxy)(hydroxy)methyl)phenoxy)-1-(4-methoxyphenyl)ethan-1-ol